2-chloro-4-(3,6-dihydro-2H-pyran-4-yl)-6-((4-(methylsulfonyl)piperazin-1-yl)methyl)thieno[3,2-d]pyrimidine ClC=1N=C(C2=C(N1)C=C(S2)CN2CCN(CC2)S(=O)(=O)C)C=2CCOCC2